N-[(R)-[5-chloro-4-methyl-2-(prop-2-en-1-yloxy)phenyl](piperidin-4-yl)methyl]-2-methylpropane-2-sulfinamide ClC=1C(=CC(=C(C1)[C@H](NS(=O)C(C)(C)C)C1CCNCC1)OCC=C)C